C(C)(C)(C)[SiH](OCCC1=CC=CC=C1)C(C)(C)C di-t-butyl-(2-phenylethyloxy)silane